C(#C)C1=CC=C(C=C1)C1CCC(CC1)CCCCCC 1-ethynyl-4-(4-hexylcyclohexyl)benzene